bromo(heptyl)magnesium Br[Mg]CCCCCCC